COC=1C=C(CC2=C(NC=3N(C2=O)N=C(C3N3CCCCC3)C3=CC=CC=C3)C)C=CC1OC 6-(3,4-Dimethoxybenzyl)-5-methyl-2-phenyl-3-(piperidin-1-yl)pyrazolo[1,5-a]pyrimidin-7(4H)-one